N-(5-Bromo-2-(3-(dimethylamino)propoxy)pyridin-3-yl)-6-(trifluoromethyl)pyridine-3-sulfonamide BrC=1C=C(C(=NC1)OCCCN(C)C)NS(=O)(=O)C=1C=NC(=CC1)C(F)(F)F